2,5-dimethyl-2,5-di-tert-butyl-n-hexane CC(C)(CCC(C)(C(C)(C)C)C)C(C)(C)C